C(C)OC(=O)C1C(CC1)N1N=C(C=C1)C=O 2-(3-formyl-1H-pyrazol-1-yl)cyclobutane-1-carboxylic acid ethyl ester